3-Amino-N-carbamimidoyl-6-chloro-5-(4-(pyridin-2-yl)piperazin-1-yl)pyrazine-2-carboxamide NC=1C(=NC(=C(N1)N1CCN(CC1)C1=NC=CC=C1)Cl)C(=O)NC(N)=N